N-(4-methoxy-6-(2-methoxy-ethoxy)pyridin-3-yl)-7-meth-ylquinolin-4-amine COC1=C(C=NC(=C1)OCCOC)NC1=CC=NC2=CC(=CC=C12)C